NCC1=CC=CC(=N1)S(=O)(=O)N1CC(CC(C1)C1=CC=CC=C1)C(=O)N1CCN(CC1)S(=O)(=O)C (1-((6-(aminomethyl)pyridin-2-yl)sulfonyl)-5-phenylpiperidin-3-yl)(4-(methylsulfonyl)piperazin-1-yl)methanone